(R)-2-thia-1,3,7-triazaspiro[4.5]decane 2,2-dioxide N1S(NC[C@@]12CNCCC2)(=O)=O